ethyl 4-fluoro-1-(oxetan-3-yl)piperidine-4-carboxylate FC1(CCN(CC1)C1COC1)C(=O)OCC